3-iodopyridine-2-amine IC=1C(=NC=CC1)N